CC1=C(C=NC=C1)B1OC(C)(C)C(C)(C)O1 (4-methylpyridin-3-yl)boronic acid pinacol ester